CN1C(C2=CN=CC=C2C=C1)=O 2-methyl-1-oxo-1,2-dihydro-2,7-naphthyridine